N-((1H-benzo[d]imidazol-6-yl)methyl)-N-(3-methoxybenzyl)-2-((2-(3-methoxybenzyloxy)ethoxy)methyl)pyridin-4-amine N1C=NC2=C1C=C(C=C2)CN(C2=CC(=NC=C2)COCCOCC2=CC(=CC=C2)OC)CC2=CC(=CC=C2)OC